5,6-dichloro-N-[4-(4-chlorothien-2-yl)-5-(4-cyclohexylpiperazin-1-yl)thiazol-2-yl]nicotinamide ClC=1C(=NC=C(C(=O)NC=2SC(=C(N2)C=2SC=C(C2)Cl)N2CCN(CC2)C2CCCCC2)C1)Cl